C(C)(C)(C)OC(=O)N1[C@H](CN(CC1)C1=CN2C(=NC(=CC2=O)OS(=O)(=O)C2=CC=C(C)C=C2)S1)C (2S)-2-methyl-4-[5-oxo-7-(p-toluenesulfonyloxy)thiazolo[3,2-a]pyrimidin-2-yl]piperazine-1-carboxylic acid tert-butyl ester